N-[9,10-bis(1,1'-biphenyl-2-yl)-2-anthracenyl]-N,N',N'-triphenyl-1,4-phenylenediamine C1(=C(C=CC=C1)C=1C2=CC=CC=C2C(=C2C=CC(=CC12)N(C1=CC=C(C=C1)N(C1=CC=CC=C1)C1=CC=CC=C1)C1=CC=CC=C1)C1=C(C=CC=C1)C1=CC=CC=C1)C1=CC=CC=C1